FC(ON1N=CC2=CC=CC=C12)(F)F trifluoromethoxy-1H-indazol